N1CC(C1)CN1N=CC(=C1)C=1C=C2C(=NC1)NN=C2N2[C@H](C[C@@H](C2)F)C2=C(C=CC(=C2)F)F 5-(1-(azetidin-3-ylmethyl)-1H-pyrazol-4-yl)-3-((2R,4S)-2-(2,5-difluorophenyl)-4-fluoropyrrolidin-1-yl)-1H-pyrazolo[3,4-b]pyridine